OCC1CCC(CC1)NC(OC(C)(C)C)=O tert-butyl ((7r,r)-4-(hydroxymethyl)cyclohexyl)carbamate